[N+](=O)([O-])C=1C(=NC=NC1N)N 5-nitropyrimidine-4,6-diamine